(2,2-difluorovinyl)-4'-(1,2,2,2-tetrafluoroethyl)-1,1'-biphenyl FC(=CC1=C(C=CC=C1)C1=CC=C(C=C1)C(C(F)(F)F)F)F